N-(3-(piperidin-1-yl)propyl)formamide N1(CCCCC1)CCCNC=O